FC(C(C(C(F)(F)F)(F)F)(F)F)(CCCO)F 3-(Perfluorobutyl)-1-propanol